C(C)[O-].C(C)[O-].C(C)[O-].[Ti+3] titanium triethanolate